(4-(2-carboxyphenylmethylaminocarbonyl)-2,5-dihydroxyphenyl)acetic acid C(=O)(O)C1=C(C=CC=C1)CNC(=O)C1=CC(=C(C=C1O)CC(=O)O)O